tert-butyl cyclopropyl(7-fluoro-4-hydroxyquinolin-6-yl)carbamate C1(CC1)N(C(OC(C)(C)C)=O)C=1C=C2C(=CC=NC2=CC1F)O